1,6-di-(t-butylcarbonyloxy)hexane C(C)(C)(C)C(=O)OCCCCCCOC(=O)C(C)(C)C